1-bromo-4-iodo-2-(trifluoromethyl)benzene BrC1=C(C=C(C=C1)I)C(F)(F)F